1,1-difluoro-2-methylpropan-2-ol FC(C(C)(O)C)F